BrCC(=O)C1=NC=C(C=C1)OCC(F)(F)F 2-bromo-1-[5-(2,2,2-trifluoroethoxy)-2-pyridyl]ethanone